2-{[2-(4-methoxypyridin-2-yl)-5H,6H,7H-cyclopenta[d]pyrimidin-4-yl](methyl)amino}-N-(1-methyl-6-oxo-1,6-dihydropyridin-3-yl)acetamide COC1=CC(=NC=C1)C=1N=C(C2=C(N1)CCC2)N(CC(=O)NC2=CN(C(C=C2)=O)C)C